C(CCCCCCCCCCCCCCCCCCCCC)(=O)O.C1=CC=CC2=NC3=CC=CC=C3N=C12 phenazine behenate